difluorooxalic acid lithium phosphate P(=O)([O-])([O-])[O-].[Li+].C(C(=O)F)(=O)F.[Li+].[Li+]